N-(4-([1,1'-biphenyl]-4-ylamino)benzyl)-N-hydroxy-2-(4-methylpiperazin-1-yl)acetamide C1(=CC=C(C=C1)NC1=CC=C(CN(C(CN2CCN(CC2)C)=O)O)C=C1)C1=CC=CC=C1